C(C)C1=CC=C(C=C1)C=CC#N 3-(4-ethylphenyl)propenenitrile